1-Bromo-5,5,5-trifluoropentan-2-one BrCC(CCC(F)(F)F)=O